OC(CNS(=O)(=O)C1=CC=C(C=C1)C)CO N-(2,3-dihydroxypropyl)-4-methyl-benzenesulfonamide